2-{[4-({6-[(2-chloro-4-methylphenoxy)methyl]pyridin-2-yl}methyl)piperidin-1-yl]methyl}-1-{[(2S)-oxetan-2-yl]methyl}-1H-1,3-benzodiazole-6-carboxylic acid ClC1=C(OCC2=CC=CC(=N2)CC2CCN(CC2)CC2=NC3=C(N2C[C@H]2OCC2)C=C(C=C3)C(=O)O)C=CC(=C1)C